4-hydroxy-1-methyl-3-nitroquinolin-2(1H)-one OC1=C(C(N(C2=CC=CC=C12)C)=O)[N+](=O)[O-]